tri(triphenylphosphine) zinc chloride [Cl-].[Zn+2].C1(=CC=CC=C1)P(C1=CC=CC=C1)C1=CC=CC=C1.C1(=CC=CC=C1)P(C1=CC=CC=C1)C1=CC=CC=C1.C1(=CC=CC=C1)P(C1=CC=CC=C1)C1=CC=CC=C1.[Cl-]